N-acetyl-D-tryptophan-cyanomethyl ester C(#N)COC([C@H](NC(C)=O)CC1=CNC2=CC=CC=C12)=O